N-[3-fluoro-4-[(7-methoxy-1,5-naphthyridin-4-yl)oxy]phenyl]-5-(3-fluoro-4-methoxyphenyl)-4-hydroxy-6-methylpyridine-3-carboxamide FC=1C=C(C=CC1OC1=CC=NC2=CC(=CN=C12)OC)NC(=O)C=1C=NC(=C(C1O)C1=CC(=C(C=C1)OC)F)C